(R)-N-(3-(1-(1,3,4-thiadiazol-2-yl)propan-2-yl)phenyl)-2-cyclopropyl-6-methylpyrimidine-4-carboxamide S1C(=NN=C1)C[C@@H](C)C=1C=C(C=CC1)NC(=O)C1=NC(=NC(=C1)C)C1CC1